BrC1=CC2=C(OC[C@@H](C(N2C)=O)NC(=O)C2=NC=CC(=C2)OC2=CC=CC=C2)C=C1 (S)-N-(7-bromo-5-methyl-4-oxo-2,3,4,5-tetrahydrobenzo[b][1,4]oxazepin-3-yl)-4-phenoxypyridineamide